CC(C=O)CC1=CC2=C(C=C1)OCO2 α-methyl-3,4-(methylenedioxy)hydrocinnamaldehyde